3a-(benzylcarbamoyl)-1-isobutyl-7-(3-methoxy-3-oxopropyl)octahydro-4H-3,6-methanopyrrolo[3,2-b]pyridine-4-carboxylate C(C1=CC=CC=C1)NC(=O)C12N(CC3C(C1N(CC2C3)CC(C)C)CCC(=O)OC)C(=O)[O-]